O[C@H]([C@H]1CN(CCC1)C(=O)OC(C)(C)C)C=1N=NC(=C(C1)C)C1=C(C=C(C=C1)C(F)(F)F)OC tert-butyl (R)-3-((R)-hydroxy(6-(2-methoxy-4-(trifluoromethyl)phenyl)-5-methylpyridazin-3-yl)methyl)piperidine-1-carboxylate